C(#N)[C@@]1(COCC2=CC=C(C=C12)C(=O)NCC1=NC=CC(=C1)C1CC(C1)C1=NC(=CC=C1)N1CCOCC1)C (R)-4-Cyano-4-methyl-N-((4-((1s,3S)-3-(6-morpholinopyridin-2-yl)cyclobutyl)pyridin-2-yl)methyl)isochromane-6-carboxamide